FC(C12OCC(C1)(C2)NC(OCC2=CC=CC=C2)=O)F Benzyl (1-(difluoromethyl)-2-oxabicyclo[2.1.1]hexan-4-yl)carbamate